ClC1=C(C=C(OCC(=O)NC23[C@H](CC(CC2)(CC3)N3N=C2C=CC(=CC2=C3)OC)O)C=C1)F 2-(4-chloro-3-fluorophenoxy)-N-[(2S)-2-hydroxy-4-(5-methoxy-2H-indazol-2-yl)bicyclo[2.2.2]octan-1-yl]acetamide